C(#N)C1(CN(C1)C(=O)NC=1SC(=C(N1)C1=CC(=CC=C1)C#N)C1=C(C(=NC(=C1)C)C)F)C 3-cyano-N-[4-(3-cyanophenyl)-5-(3-fluoro-2,6-dimethyl-4-pyridinyl)thiazol-2-yl]-3-methyl-azetidine-1-carboxamide